C(C1=CC=CC=C1)[N+](C)(C)C.C(CCC)[N+](CCCC)(CCCC)CCCC tetrabutylammonium, benzyl-trimethyl-ammonium salt